(2S,3R)-3-((2-aminopyridin-4-yl)methyl)-N2-(1-methyl-1H-pyrazol-3-yl)-N1-((R)-1-(1-methyl-1H-pyrazol-3-yl)propyl)-N2-methyl-4-oxoazetidine-1,2-dicarboxamide NC1=NC=CC(=C1)C[C@@H]1[C@H](N(C1=O)C(=O)N[C@H](CC)C1=NN(C=C1)C)C(=O)N(C)C1=NN(C=C1)C